trans-3-Methyl-2-hexen CC(=CC)CCC